CS(=O)(=O)N1C2=CC=CC=C2C=2C(C(CCC12)C#N)=O 9-(methylsulfonyl)-4-oxo-2,3,4,9-tetrahydro-1H-carbazole-3-carbonitril